C1=CC=CC=2C3=CC=CC=C3C3(C12)C1=CC=CC=C1NC=1C3=CC=3C2(C4=CC=CC=C4NC3C1)C1=CC=CC=C1C=1C=CC=CC12 5',7'-dihydrodispiro[fluorene-9,12'-quino[3,2-b]acridine-14',9''-fluorene]